C1(CC1)C1OC=2CCCC(C2C(C1)C)=O 2-cyclopropyl-4-methyl-2,3,4,6,7,8-hexahydro-5H-chromen-5-one